OC1=C(C(C2=C(C(=C(C(=C2)C)O)C)C)C2=C(C(=C(C(=C2)C)O)C)C)C=CC=C1 4,4'-(2-Hydroxybenzylidene)bis(2,3,6-trimethylphenol)